N-(4-methoxycyclohexyl)-1,5,7-trimethyl-4-oxo-4,5-dihydro-1H-pyrrolo[3,2-c]pyridine-3-carboxamide COC1CCC(CC1)NC(=O)C1=CN(C2=C1C(N(C=C2C)C)=O)C